(2-methyl-4-(4-phenoxyphenyl)quinolin-6-yl)(morpholino)methanone CC1=NC2=CC=C(C=C2C(=C1)C1=CC=C(C=C1)OC1=CC=CC=C1)C(=O)N1CCOCC1